Ethyl 2-(7'-oxo-2'-(prop-1-en-2-yl)-5'H-spiro[cyclopropane-1,4'-thieno[2,3-c]pyridin]-6'(7'H)-yl)acetate O=C1N(CC2(C3=C1SC(=C3)C(=C)C)CC2)CC(=O)OCC